(S)-2-(4-oxopyrrolo[1,2-d][1,2,4]triazin-3(4H)yl)-N-(1-phenylethyl)acetamide O=C1N(N=CC=2N1C=CC2)CC(=O)N[C@@H](C)C2=CC=CC=C2